FC=1C=C2C=3C(=CN(C2=CC1N1CCNCC1)CC)C1=CC(=CC=C1N3)C 2-fluoro-3-piperazin-1-yl-5-ethyl-8-methyl-5H-indolo[3,2-c]quinoline